1-[(cyclopropoxycarbonyl)oxy]ethyl-(2R,3R,4S)-4-(benzo[d][1,3]dioxolane-5-yl)-1-[2-(dibutylamino)-2-oxoethyl]-2-(4-methoxyphenyl)pyrrolidine-3-carboxylate C1(CC1)OC(=O)OC(C)OC(=O)[C@H]1[C@@H](N(C[C@@H]1C1=CC2=C(OCO2)C=C1)CC(=O)N(CCCC)CCCC)C1=CC=C(C=C1)OC